5-bromo-2-(furan-3-yl)-7-methylquinoxaline BrC1=C2N=CC(=NC2=CC(=C1)C)C1=COC=C1